C(C)(=O)N1CC2=CC(=CC(=C2C1)C=NS(=O)C(C)(C)C)Cl N-((2-acetyl-6-chloroisoindoline-4-yl)methylene)-2-methylpropane-2-sulfinamide